FC1=C(CC2CC3(CN(C3)C(=O)N3CC4(C3)NC(OC4)=O)C2)C=CC(=C1)C(F)(F)F 2-[6-[2-fluoro-4-(trifluoromethyl)benzyl]-2-azaspiro[3.3]heptane-2-carbonyl]-7-oxa-2,5-diazaspiro[3.4]octan-6-one